BrC1=CC2=C(N=NO2)C2=CC=C(C(=C12)F)F 5-Bromo-6,7-difluoronaphtho[1,2-d][1,2,3]oxadiazol